3-(2-((tert-butyldiphenylsilyl)oxy)ethyl)-2-(1-(cyclopropylmethyl)-7-hydroxy-1H-indol-2-yl)-4-methoxybenzofuran-6-carboxylic acid ethyl ester C(C)OC(=O)C1=CC2=C(C(=C(O2)C=2N(C3=C(C=CC=C3C2)O)CC2CC2)CCO[Si](C2=CC=CC=C2)(C2=CC=CC=C2)C(C)(C)C)C(=C1)OC